2-(9-anthracenyl)ethylsulfide C1=CC=CC2=CC3=CC=CC=C3C(=C12)CCSCCC=1C2=CC=CC=C2C=C2C=CC=CC12